1-[4-(dimethylamino)phenyl]-3-phenyl-1,3-propanedione CN(C1=CC=C(C=C1)C(CC(=O)C1=CC=CC=C1)=O)C